C(C1=CC=CC=C1)SC1=CC(=C(C=C1)NC1=NC=C(C(=N1)C1CCC(CC1)(O)C)C(F)(F)F)C (1r,4r)-4-(2-((4-(benzylthio)-2-methylphenyl)amino)-5-(trifluoromethyl)pyrimidin-4-yl)-1-methylcyclohexan-1-ol